OC[C@H]1CN(C(C=2N(C1)N=C1C2CN[C@@H](C1)C)=O)C (3R,8S)-8-(hydroxymethyl)-3,10-dimethyl-1,2,3,4,7,8,9,10-octahydro-11H-pyrido[4',3':3,4]Pyrazolo[1,5-a][1,4]Diazepin-11-one